FC1=C(CNN)C=CC=C1F 2,3-difluorobenzyl-hydrazine